tert-butyl 4-[8-(2-hydroxy-2-methyl-propyl)-2-methylsulfanyl-7-oxo-pyrido[2,3-d]pyrimidin-6-yl]-8-methyl-2,3-dihydroquinoxaline-1-carboxylate OC(CN1C(C(=CC2=C1N=C(N=C2)SC)N2CCN(C1=C(C=CC=C21)C)C(=O)OC(C)(C)C)=O)(C)C